3-(3-(4-(((6-fluoropyridin-2-yl)oxy)methyl)benzyl)isoxazol-5-yl)pyridin FC1=CC=CC(=N1)OCC1=CC=C(CC2=NOC(=C2)C=2C=NC=CC2)C=C1